N1(CCNCC1)CCOCCOCCOC1=CC=C(C=C1)CCC=1C(=NNC1O)C1=CC=C(C=C1)C(F)(F)F 4-{2-[4-(2-{2-[2-(piperazin-1-yl)ethoxy]ethoxy}ethoxy)phenyl]ethyl}-3-[4-(trifluoromethyl)phenyl]-1H-pyrazol-5-ol